CC1([C@H](C1)C(=O)N1CCC2(C(CN(C2)C(=O)C2=CN=CS2)C(=O)O)CC1)C 8-((S)-2,2-dimethylcyclopropane-1-carbonyl)-2-(thiazole-5-carbonyl)-2,8-diazaspiro[4.5]decane-4-carboxylic acid